C(C1=CC=CC=C1)N1CC=2C(N(C=3N(C2CC1)CCN3)CC3=CC=C(C=C3)C(F)(F)F)=O 7-benzyl-4-(4-(trifluoromethyl)benzyl)-2,4,6,7,8,9-hexahydroimidazo[1,2-a]pyrido[3,4-e]pyrimidin-5(1H)-one